P(=O)([O-])([O-])[O-].[K+].OCCCNC([C@H](O)C(C)(C)CO)=O.[K+].[K+] panthenol potassium phosphate